1-bromo-3-ethyl-4-chlorobenzene BrC1=CC(=C(C=C1)Cl)CC